N-(2-(2-methoxypyrimidin-4-yl)-1H-pyrrolo[3,2-c]pyridin-6-yl)bicyclo[3.1.0]hexane-6-carboxamide COC1=NC=CC(=N1)C1=CC=2C=NC(=CC2N1)NC(=O)C1C2CCCC12